ethyl 3-(1H-indazol-5-yl)propanoate N1N=CC2=CC(=CC=C12)CCC(=O)OCC